BrC1=CC=C(C=C1)NC(NC1(CC1)C(=O)O)=O 1-(3-(4-bromophenyl)ureido)cyclopropylcarboxylic acid